8-phenyl-N-[(6S)-2,4-dimethyl-5-oxo-7,8-dihydro-6H-pyrazolo[1,5-a][1,3]diazepin-6-yl]-5,6,7,8-tetrahydro-[1,2,4]triazolo[1,5-a]pyridine-2-carboxamide C1(=CC=CC=C1)C1C=2N(CCC1)N=C(N2)C(=O)N[C@@H]2C(N(C=1N(CC2)N=C(C1)C)C)=O